OC=1C=C(C=C(C1)C(=O)OC)C(=O)OC Dimethyl 5-hydroxybenzene-1,3-dioate